ClC=1C=NC(=NC1)NC=1C(=C(C#N)C=CC1)N1N=CC(=C1)C(F)(F)F 3-(5-Chloropyrimidin-2-ylamino)-2-(4-(Trifluoromethyl)-1H-pyrazol-1-yl)benzonitril